ethyl-5-fluoropyridine C(C)C1=NC=C(C=C1)F